methyl 2-(3-chloro-4-methyl-6,7-dihydro-5H-pyrido[2,3-c]pyridazin-8-yl)-5-(3-hydroxypropyl)thiazole-4-carboxylate ClC1=C(C2=C(N=N1)N(CCC2)C=2SC(=C(N2)C(=O)OC)CCCO)C